1-(Dodec-11-yn-1-yloxy)-8-(2-((7-(5-methyl-1,2,4-oxadiazol-3-yl)isoquinolin-1-yl)amino)ethyl)-7,8-dihydropyrido[3',4':4,5]pyrrolo[1,2-a]pyrazin-9(6H)-one C(CCCCCCCCCC#C)OC1=NC=CC2=C1C=C1N2CCN(C1=O)CCNC1=NC=CC2=CC=C(C=C12)C1=NOC(=N1)C